ClC=1C(=NC=C(C1)C(NC=1SC(=C(N1)C=1SC=C(C1)Cl)N1CCN(CC1)C1CCCCC1)=O)N1CCC(CC1)C(=O)O 1-(3-chloro-5-{[4-(4-chlorothiophene-2-yl)-5-(4-cyclohexylpiperazin-1-yl)-1,3-thiazol-2-yl]carbamoyl}pyridin-2-yl)piperidine-4-carboxylic acid